3-(3-(cyclopentyl-methoxy)-4-(ethylsulfonamido)phenyl)-5-(pyrazin-2-ylamino)-1H-pyrazole-4-carboxamide C1(CCCC1)COC=1C=C(C=CC1NS(=O)(=O)CC)C1=NNC(=C1C(=O)N)NC1=NC=CN=C1